(R)-(5-(Oxazol-2-yl)isochroman-1-yl)methanamine hydrochloride salt Cl.O1C(=NC=C1)C1=C2CCO[C@H](C2=CC=C1)CN